OC=1C(=C(C(=CC1)C)C1=C2C(=NC(=C1)C(=O)N)N(N=C2)C)C 4-(3-hydroxy-2,6-dimethylphenyl)-1-methyl-pyrazolo[3,4-b]pyridine-6-carboxamide